N[C@@H]1CCCC12CCN(CC2)C=2C(=NC(=C(N2)C)SC=2C=CC=C1C=CN(C21)C)CO {3-[(1R)-1-amino-8-azaspiro[4.5]dec-8-yl]-5-methyl-6-[(1-methyl-1H-indol-7-yl)mercapto]pyrazin-2-yl}methanol